trihexyl-(tetradecyl)phosphonium 2-(2-fluoroanilino)-pyridinate FC1=C(NC2(NC=CC=C2)C(=O)[O-])C=CC=C1.C(CCCCC)[P+](CCCCCCCCCCCCCC)(CCCCCC)CCCCCC